FC=1C=C(C=CC1F)C(C(=O)OC)(C)F methyl 2-(3,4-difluorophenyl)-2-fluoropropanoate